2-Methyl-3a,6,7,12b-tetrahydro-1H,5H-pyrazolo[1,2-a]pyrrolo[3,4-c]cinnoline-1,3,5(2H)-trione CN1C(C2N3N(C=4C=CC=CC4C2C1=O)CCC3=O)=O